COC1=C(C(=CC=C1)OC)N1C(=NN=C1C=1C=NC=C(C1)C)NS(=O)(=O)[C@H]([C@H](C1=NC=C(C=N1)C)OCC)C (1s,2s)-N-(4-(2,6-dimethoxyphenyl)-5-(5-methyl-3-pyridinyl)-4H-1,2,4-triazol-3-yl)-1-ethoxy-1-(5-methyl-2-pyrimidinyl)-2-propane-sulfonamide